C12C3=CC=CC(N3CC(CNC1)C2)=O 7,11-diazatricyclo[7.3.1.02,7]trideca-2(3),4-diene-6-one